C[Si](C1C(=CC2=C(C=CC=C12)C1=CC=CC=C1)C)(C1C(=CC2=C(C=CC=C12)C1=CC=CC=C1)C)C dimethyl-bis(2-methyl-4-phenylinden-1-yl)silane